COCCCCNC=1C(NC(=CN1)C=1C=NN(C1)C)=O 3-((4-Methoxybutyl)amino)-6-(1-methyl-1H-pyrazol-4-yl)-2-oxopyrazin